4-acetoxybenzoylformic acid methyl ester COC(=O)C(C1=CC=C(C=C1)OC(C)=O)=O